4-[(2-aminophenyl)difluoromethyl]-N-(piperidin-3-yl)-5-(trifluoromethyl)pyrimidin-2-amine NC1=C(C=CC=C1)C(C1=NC(=NC=C1C(F)(F)F)NC1CNCCC1)(F)F